1-(6-ethylpyridin-3-yl)ethan-1-one C(C)C1=CC=C(C=N1)C(C)=O